1-ethyl-2-oxo-1,2-dihydropyridin-3-amine C(C)N1C(C(=CC=C1)N)=O